CC(CC(C)O)O methyl-1,3-butylene glycol